O=C1NN=C(OC12CC2)C=2C(=NC=CN2)C(C)NC(C2=CC(=CC(=C2)C(F)(F)F)C(F)(F)F)=O N-(1-(3-(8-oxo-4-oxa-6,7-diazaspiro[2.5]oct-5-en-5-yl)pyrazin-2-yl)ethyl)-3,5-bis(trifluoromethyl)benzamide